NC1=CC=2OC[C@H]3N(C2N=C1C#N)CCC3 (S)-3-amino-6a,7,8,9-tetrahydro-6H-pyrido[3,2-b]pyrrolo[1,2-d][1,4]oxazine-2-carbonitrile